tert-Butyl (R)-3-(4-((S)-2-(aminooxy)-3-(benzhydryloxy)-3-oxopropoxy)benzimidamido)pyrrolidine-1-carboxylate NO[C@@H](COC1=CC=C(C(N[C@H]2CN(CC2)C(=O)OC(C)(C)C)=N)C=C1)C(=O)OC(C1=CC=CC=C1)C1=CC=CC=C1